ClC1=C(C=C(C(=O)N2CCC3(CC2)CCC(CC3)CN3C2CN(CC3CC2)C(=O)OC(C)(C)C)C=C1)N1C(NC(CC1)=O)=O tert-butyl 8-((3-(4-chloro-3-(2,4-dioxotetrahydropyrimidin-1(2H)-yl) benzoyl)-3-azaspiro[5.5]undec-9-yl) methyl)-3,8-diazabicyclo[3.2.1]octane-3-carboxylate